disulfanyl-dinitrobenzene S(S)C=1C(=C(C=CC1)[N+](=O)[O-])[N+](=O)[O-]